(5-(4-(4-cyanophenyl)piperidine-1-carbonyl)-2,4-dimethylphenyl)-6,7-dihydro-3H-imidazo[4,5-c]pyridine-5(4H)-carboxylic acid tert-butyl ester C(C)(C)(C)OC(=O)N1CC2=C(CC1)N=C(N2)C2=C(C=C(C(=C2)C(=O)N2CCC(CC2)C2=CC=C(C=C2)C#N)C)C